1-(2-pentyl)-piperazine CC(CCC)N1CCNCC1